COC(=O)C=C (methoxycarbonyl)ethylene